ClC=1C=C(C=CC1Cl)NC=1N(C2=NC(=NC=C2N1)NC1CCOCC1)C1CCC(CC1)C(=O)N (1s,4s)-4-(8-(3,4-dichlorophenylamino)-2-(tetrahydro-2H-pyran-4-ylamino)-9H-purin-9-yl)cyclohexanecarboxamide